CN1N=C(C=C1)C=1C=C(C=CC1)C1=NC=2N(C(=C1)N1CCOCC1)N=C(C2)C2=CC=NC=C2 4-(5-(3-(1-methyl-1H-pyrazol-3-yl)phenyl)-2-(pyridin-4-yl)pyrazolo[1,5-a]pyrimidin-7-yl)morpholine